methyl 4-(5-chloro-2-methoxyphenyl)-6-methylpyridine-3-carboxylate ClC=1C=CC(=C(C1)C1=C(C=NC(=C1)C)C(=O)OC)OC